FC1(CN(C[C@@H]1NC1=CC(=C(C=C1)C)C(N[C@H](C)C1=CC=C(C2=CC=CC=C12)C#CC1CCNCC1)=O)C(=O)OC(C)(C)C)F tert-butyl (S)-3,3-difluoro-4-((4-methyl-3-(((R)-1-(4-(piperidin-4-ylethynyl)naphthalen-1-yl)ethyl)carbamoyl)phenyl)amino)pyrrolidine-1-carboxylate